4,5-dimethyl-1-phenyl-imidazolidin-2-one CC1NC(N(C1C)C1=CC=CC=C1)=O